5-(1-(2-(4-chloropyridin-2-yl)ethyl)piperidin-3-yl)-2-(isoquinolin-5-yl)-2,4-dihydro-3H-1,2,4-triazol-3-one ClC1=CC(=NC=C1)CCN1CC(CCC1)C=1NC(N(N1)C1=C2C=CN=CC2=CC=C1)=O